C(C1=CC=CC=C1)N1C(C2C(C(C(C1CC1=CC=CC=C1)C2=O)=O)C(=O)[O-])=O 3,4-dibenzyl-2-oxo-6,8-dioxo-3-azabicyclo[3.2.1]octan-7-carboxylate